C(C(C)C)N1CCC2(CC1)CCN(CC2)S(=O)(=O)C=2C=NC(=CC2)C(F)(F)F 3-Isobutyl-9-((6-(trifluoromethyl)pyridin-3-yl)sulfonyl)-3,9-diazaspiro[5.5]undecane